BrC=1C(=CC(=C(C1)NC1=NC=C(C(=N1)NC1=CC2=C(CCO2)C=C1NS(=O)(=O)C)Cl)OC)N1CCC(CC1)N1CCNCC1 N-(6-((2-((5-bromo-2-methoxy-4-(4-(piperazin-1-yl)piperidin-1-yl)phenyl)amino)-5-chloroPyrimidin-4-yl)amino)-2,3-dihydrobenzofuran-5-yl)methanesulfonamide